4-(4,6-diphenylpyrimidin-2-yl)-N2,N2,N3,N3,N5,N5,N6,N6-octa-p-tolylpyridine-2,3,5,6-tetraamine C1(=CC=CC=C1)C1=NC(=NC(=C1)C1=CC=CC=C1)C1=C(C(=NC(=C1N(C1=CC=C(C=C1)C)C1=CC=C(C=C1)C)N(C1=CC=C(C=C1)C)C1=CC=C(C=C1)C)N(C1=CC=C(C=C1)C)C1=CC=C(C=C1)C)N(C1=CC=C(C=C1)C)C1=CC=C(C=C1)C